N-((S)-1-((S)-3,3-difluorocyclohexyl)-2-((4-(2-methyl-4-(trifluoromethyl)pyridin-3-yl)phenyl)amino)-2-oxoethyl)-3-methylisoxazole-4-carboxamide FC1(C[C@H](CCC1)[C@@H](C(=O)NC1=CC=C(C=C1)C=1C(=NC=CC1C(F)(F)F)C)NC(=O)C=1C(=NOC1)C)F